5-chloro-6-methyl-3-(pyridin-4-yl)thieno[3,2-b]pyridine ClC1=C(C=C2C(=N1)C(=CS2)C2=CC=NC=C2)C